[Br-].O(CC)CC(CC=O)[P+](C1=CC=CC=C1)(C1=CC=CC=C1)C1=CC=CC=C1 (1-ethoxyl-oxobutan-2-yl)triphenyl-phosphonium bromide